benzyl 2-fluoro-3-hydroxypropionate FC(C(=O)OCC1=CC=CC=C1)CO